FC(OC[C@H]1NC[C@H](CC1)C1=CC=C(C=C1)C(F)(F)F)F (2S,5R)-2-((difluoromethoxy)methyl)-5-(4-(trifluoromethyl)phenyl)piperidine